3-((1S,2R)-2-(4-methyl-4H-1,2,4-triazol-3-yl)cyclopropyl)benzeneamine CN1C(=NN=C1)[C@H]1[C@H](C1)C=1C=C(C=CC1)N